C(C=C)NC(=O)C1=NN(C2=CC=C(C=C12)C=1C=NC(=NC1)C)CC(=O)N1[C@@H]2C[C@@]2(C[C@H]1C(NC1=NC(=CC=C1C)Br)=O)C N-allyl-1-(2-((1R,3S,5R)-3-((6-bromo-3-methylpyridin-2-yl)carbamoyl)-5-methyl-2-azabicyclo[3.1.0]hexan-2-yl)-2-oxoethyl)-5-(2-methylpyrimidin-5-yl)-1H-indazole-3-carboxamide